N-tert-butoxycarbonyl-N-[2-[(2-methoxyphenyl)methyl]-6-nitro-indazol-3-yl]carbamate C(C)(C)(C)OC(=O)N(C([O-])=O)C=1N(N=C2C=C(C=CC12)[N+](=O)[O-])CC1=C(C=CC=C1)OC